1-vinylimidazolium C(=C)N1C=[NH+]C=C1